1-(4-butylphenyl)propan-2-one C(CCC)C1=CC=C(C=C1)CC(C)=O